8-methyl-1,8-nonanediol CC(CCCCCCCO)(C)O